((((4-nitrophenoxy) carbonyl) oxy) methyl)-7-oxo-4-thia-1-azabicyclo[3.2.0]Heptane-2-carboxylate 4,4-dioxide [N+](=O)([O-])C1=CC=C(OC(=O)OCC2(N3C(CC3S(C2)(=O)=O)=O)C(=O)[O-])C=C1